1-chloro-N-((3S,4S)-4-(3,4-difluorophenyl)-6-(2-(methylamino)-2-oxoethyl)piperidin-3-yl)-6,7-dihydro-5H-pyrazolo[1,5-a]thieno[3,2-c]azepin-9-carboxamide hydrochloride Cl.ClC=1C=NN2C1C1=C(CCC2)SC(=C1)C(=O)N[C@@H]1CNC(C[C@H]1C1=CC(=C(C=C1)F)F)CC(=O)NC